N1C[C@@H](CC1)CC(=O)N 2-((S)-pyrrolidin-3-yl)acetamide